ClC=1C=C(C=CC1F)NC(N([C@@H](C)C1=CNC(C2=CC=CC=C12)=O)CCC#N)=O (S)-3-(3-chloro-4-fluorophenyl)-1-(2-cyanoethyl)-1-(1-(1-oxo-1,2-dihydroisoquinolin-4-yl)ethyl)urea